C(C)(=O)OC=1C(=NC=CC1OC)C(N[C@H](C(=O)N[C@H](C(C1=CC=C(C=C1)OC)C1=CC=C(C=C1)OC)C)CC(C)C)=O 2-(((S)-1-(((S)-1,1-bis(4-methoxyphenyl)propan-2-yl)amino)-4-methyl-1-oxopentan-2-yl)carbamoyl)-4-methoxypyridin-3-yl acetate